ClC1=CC(=C(S1)C1=CC=C(C(=N1)C)O[C@@H]1C[C@H](CCC1)C(=O)O)COC(N(CC(F)(F)F)C)=O (1S,3S)-3-((6-(5-Chloro-3-(((methyl(2,2,2-trifluoroethyl)carbamoyl)oxy)methyl)thiophene-2-yl)-2-methylpyridin-3-yl)oxy)cyclohexane-1-carboxylic acid